Tribenzylsilyltrifluoromethansulfonat C(C1=CC=CC=C1)[Si](CC1=CC=CC=C1)(CC1=CC=CC=C1)OS(=O)(=O)C(F)(F)F